C1(CCC(N1OC(CN1CCN(CCN(CC1)CC(=O)O)CC(=O)O)=O)=O)=O 1,4,7-triazacyclononane-1,4,7-triacetic acid-succinimidyl ester